C1(CCCCC1)C1=NC2=C(N1)C=CC(=C2)N2C(C1=CC=C(C=C1C2)N2CCCCC2)=O 2-(2-cyclohexyl-1H-benzimidazol-5-yl)-5-(piperidin-1-yl)isoindolin-1-one